CS(=O)(=O)OCCC[C@H](CNC1=C(C=CC(=C1)Br)[N+](=O)[O-])C (R)-5-((5-bromo-2-nitrophenyl)amino)-4-methylpentyl methanesulfonate